OC1=C(C(NC2=CC=CC(=C12)C)=O)CC(=O)O (4-Hydroxy-5-methyl-2-oxo-1H-quinolin-3-yl)acetic acid